chromium-zinc-iron oxide [O-2].[Fe+2].[Zn+2].[Cr+3]